O[C@@H]([C@@H](C(=O)O)NC(CCCCCCCCCCC(=O)OC)=O)C (2s,3r)-3-hydroxy-2-(12-methoxy-12-oxododecanoylamino)butyric acid